2-(dimethylamino)-N-(4-methyl-3-nitrophenyl)isonicotinamide CN(C=1C=C(C(=O)NC2=CC(=C(C=C2)C)[N+](=O)[O-])C=CN1)C